C1(CC1)C=1C=C(C=C2C(=NC=NC12)N[C@@H](C)C1=NC=NN1C=1SC(=CN1)C#N)C(F)F 2-[5-[(1S)-1-[[8-cyclopropyl-6-(difluoromethyl)quinazolin-4-yl]amino]ethyl]-1,2,4-triazol-1-yl]thiazole-5-carbonitrile